[C@@H]12N(C[C@@H](CC1)C2)CC(=O)NC=2C=C(C(=NC2)F)NC(=O)C=2C=NN1C2C=NC(=C1)C=1C=NN(C1)C N-(5-(2-((1R,4S)-2-azabicyclo[2.2.1]heptan-2-yl)acetamido)-2-fluoropyridin-3-yl)-6-(1-methyl-1H-pyrazol-4-yl)pyrazolo[1,5-a]pyrazine-3-carboxamide